Cl.N[C@@H](CS)C(=O)O L-cysteine HCl salt